2-(3-(3-fluoro-4-hydroxy-phenyl)-propionylamino)-benzoic acid FC=1C=C(C=CC1O)CCC(=O)NC1=C(C(=O)O)C=CC=C1